ClC=1C(=NC(=NC1)NC1=C(C=C(C(=C1)C)C=1C[C@@H](N[C@@H](C1)C)C)OC(C)C)NC1=C(C=CC=C1)S(=O)(=O)C(C)C 5-chloro-N2-(4-((cis)-2,6-dimethyl-1,2,3,6-tetrahydropyridin-4-yl)-2-isopropoxy-5-methylphenyl)-N4-(2-(isopropylsulfonyl)phenyl)pyrimidine-2,4-diamine